ClC1=NN(C(=C(C1=O)C)C1=C(C=C(C=C1)F)Cl)C1=C(C(=CC(=C1)OC)OC)Cl 3-chloro-6-(2-chloro-4-fluorophenyl)-1-(2-chloro-3,5-dimethoxyphenyl)-5-methyl-4(1H)-pyridazinone